C(C1=CC=CC=C1)O[C@H]1C[C@@H](O[C@]1(C#C[Si](CC)(CC)CC)COCC1=CC=CC=C1)C1=NC2=NC(=NC(=C2N1)N)Cl [(2R,4S,5R)-4-Benzyloxy-5-(benzyloxymethyl)-5-(2-triethylsilylethynyl)tetrahydrofuran-2-yl]-2-chloro-purin-6-amine